8-acetyl-6-methyl-3-(methyl-d3)-2-morpholinoquinazolin-4(3H)-one C(C)(=O)C=1C=C(C=C2C(N(C(=NC12)N1CCOCC1)C([2H])([2H])[2H])=O)C